(4-Methoxyphenyl)-acetic acid N1-(4,6-dimorpholin-4-yl-[1,3,5]triazin-2-yl)-hydrazide N1(CCOCC1)C1=NC(=NC(=N1)N1CCOCC1)N(N)C(CC1=CC=C(C=C1)OC)=O